S1C=NC(=C1)C=O thiazole-4-carboxaldehyde